allyl (S)-3-amino-2-(((benzyloxy)carbonyl)amino)propanoate NC[C@@H](C(=O)OCC=C)NC(=O)OCC1=CC=CC=C1